N-((3s,5s,7s)-adamantan-1-yl)-2-(2-(2-(2-(2-azidoethoxy)ethoxy)ethoxy)ethoxy)-benzamide C12(CC3CC(CC(C1)C3)C2)NC(C2=C(C=CC=C2)OCCOCCOCCOCCN=[N+]=[N-])=O